NCCS.[Na] sodium cysteamine salt